OC=1C=C(C=CC1NC(C)CC(C)C)N=C1C=CC(C=C1)=O 4-((3-hydroxy-4-((4-methylpent-2-yl)amino)phenyl)imino)cyclohex-2,5-dien-1-one